C5-Propynyluridin C(#CC)C=1C(NC(N([C@H]2[C@H](O)[C@H](O)[C@@H](CO)O2)C1)=O)=O